Cl.ClC=1C(=NC(=NC1)NC1=C(C=C(C=C1)N1CCN(CC1)C(C)C)OC(F)F)NC1=C(SC=C1)C(=O)N 3-((5-chloro-2-((2-(difluoromethoxy)-4-(4-isopropylpiperazin-1-yl)phenyl)amino)pyrimidin-4-yl)amino)thiophene-2-carboxamide hydrochloride